sodium thioureido dithiocarbamate C(N)(SNC(=S)N)=S.[Na]